(S)-3,5-dichloro-4-(2-(3-(cyclopropylmethoxy)-4-(difluoromethoxy)phenyl)-2-(3-(methylsulfonyloxy)-4-(2-morpholinoethoxy)-benzoyloxy)ethyl)pyridine 1-oxide hydrochloride Cl.ClC=1C=[N+](C=C(C1C[C@H](OC(C1=CC(=C(C=C1)OCCN1CCOCC1)OS(=O)(=O)C)=O)C1=CC(=C(C=C1)OC(F)F)OCC1CC1)Cl)[O-]